FC(C(=O)O)(F)F.C(C)C=1SC=2[C@H](NCCC2N1)C (R)-2-ethyl-4-methyl-4,5,6,7-tetrahydrothiazolo[5,4-c]pyridine trifluoroacetate